ClCCN(C1=CC2=C(N(C=N2)C)C=C1)CCCl 5-[bis(2-chloroethyl)amino]-1-methyl-benzimidazol